C1(=CC=CC=C1)C1=C(C=CC=C1)N1CC2=NC=C(C=C2C1=O)C1=NOC(=N1)C(F)(F)F 6-(2-phenylphenyl)-3-[5-(trifluoromethyl)-1,2,4-oxadiazol-3-yl]-7H-pyrrolo[3,4-b]pyridin-5-one